N[C@H](C(=O)N[C@@H](CS)C(=O)N[C@H](CCSC)C(=O)O)CCCC(=O)O ((L)-Alpha-Aminoadipoyl)-(L)-Cysteinyl-(D)-Methionine